3-(6-hydroxy-2,4-dihydroxyphenyl)prop-2-enoic acid OC1=CC(=CC(=C1C=CC(=O)O)O)O